FC=1C=C(C#N)C=C(C1)OC1=CC=C2C=3[C@](C(C(C13)=O)([2H])[2H])(C(C2(F)F)(F)F)O (R)-3-fluoro-5-((3,3,4,4-tetrafluoro-2a-hydroxy-1-oxo-2,2a,3,4-tetrahydro-1H-cyclopenta[cd]inden-7-yl-2,2-d2)oxy)benzonitrile